Methyl (2S)-2-(benzyloxycarbonylamino)-2-(4-piperidyl)acetate C(C1=CC=CC=C1)OC(=O)N[C@H](C(=O)OC)C1CCNCC1